1,3-bis(2-iodo-6-methyl-4-(2,4,4-trimethylpentan-2-yl)phenoxy)propane IC1=C(OCCCOC2=C(C=C(C=C2C)C(C)(CC(C)(C)C)C)I)C(=CC(=C1)C(C)(CC(C)(C)C)C)C